tert-butyl (S)-3-((4-bromo-7-methyl-8-oxo-7,8-dihydro-2,7-naphthyridin-1-yl)amino)pyrrolidine-1-carboxylate BrC1=CN=C(C=2C(N(C=CC12)C)=O)N[C@@H]1CN(CC1)C(=O)OC(C)(C)C